tert-butyl 1-(2-methoxy-2-oxoethyl)-1H-pyrrole-3-carboxylate COC(CN1C=C(C=C1)C(=O)OC(C)(C)C)=O